3-[(3R)-1-(tert-butoxycarbonyl)pyrrolidin-3-yl]propanoic acid C(C)(C)(C)OC(=O)N1C[C@@H](CC1)CCC(=O)O